3-methyl-1,2,4-naphthalenetriol 2-(4-aminobenzoate) NC1=CC=C(C(=O)OC=2C(=C3C=CC=CC3=C(C2C)O)O)C=C1